ClC1=C(C(=O)NC(C(=O)O)CCOC2CC(C2)CCC2=NC=3NCCCC3C=C2)C(=CC(=C1)F)Cl 2-[(2,6-dichloro-4-fluoro-benzoyl)amino]-4-[3-[2-(5,6,7,8-tetrahydro-1,8-naphthyridin-2-yl)ethyl]cyclobutoxy]butanoic acid